3-(4,4-difluorocyclohexyl)-7-(trifluoromethyl)indolin-2-one tert-butyl-(3R)-3-(2-(benzyloxy)-1-hydroxy-2-oxoethyl)piperidine-1-carboxylate C(C)(C)(C)OC(=O)N1C[C@@H](CCC1)C(C(=O)OCC1=CC=CC=C1)O.FC1(CCC(CC1)C1C(NC2=C(C=CC=C12)C(F)(F)F)=O)F